CNCCCC (N-methyl)butylamine